N[C@@H](CO)CC1CCCCC1 (2R)-2-amino-3-cyclohexyl-propan-1-ol